FC1=CC=CC=2C3CC[C@@]4(/C(/C[C@H](C4C3CCC12)CCC(=O)NC1=NC=C(C(=O)N(C)C)C=C1)=N/O)C 6-(3-((13S,15R,E)-4-fluoro-17-(hydroxyimino)-13-methyl-7,8,9,11,12,13,14,15,16,17-decahydro-6H-cyclopenta[a]phenanthren-15-yl)propanamido)-N,N-dimethylnicotinamide